(2S,3R,4R)-N-(3-chloro-4-fluorophenyl)-3,4-dihydroxy-N-methyl-1-(6-methyl-4-(trifluoromethyl)pyridin-2-yl)-5-oxopyrrolidine-2-carboxamide ClC=1C=C(C=CC1F)N(C(=O)[C@H]1N(C([C@@H]([C@@H]1O)O)=O)C1=NC(=CC(=C1)C(F)(F)F)C)C